3-fluoro-2-(4-methoxy-2-methylphenyl)-1-(4-(2-(propylamino)ethyl)benzyl)-1H-indol-5-ol FC1=C(N(C2=CC=C(C=C12)O)CC1=CC=C(C=C1)CCNCCC)C1=C(C=C(C=C1)OC)C